(3aR,5s,6aS)-2-(benzo[d][1,3]dioxol-5-ylmethyl)-N-(5-(2-methyl-2H-indazol-5-yl)pyrimidin-2-yl)octahydro-cyclopenta[c]pyrrol-5-amine O1COC2=C1C=CC(=C2)CN2C[C@@H]1[C@H](C2)CC(C1)NC1=NC=C(C=N1)C1=CC2=CN(N=C2C=C1)C